FC=1C(=NC(=NC1)NC1=CC=C(C=N1)CN1C[C@@](OCC1)(C)CC(=O)NC)C=1C=C(C2=C(N(C(=N2)C)C(C)C)C1)F (R)-2-(4-((6-((5-fluoro-4-(4-fluoro-1-isopropyl-2-methyl-1H-benzo[d]imidazol-6-yl)pyrimidin-2-yl)amino)pyridin-3-yl)methyl)-2-methylmorpholin-2-yl)-N-methylacetamide